1-methyl-N-(3-(pyrazolo[1,5-a]pyridin-5-yl)-1H-pyrrolo[2,3-b]pyridin-6-yl)piperidine-4-carboxamide CN1CCC(CC1)C(=O)NC1=CC=C2C(=N1)NC=C2C2=CC=1N(C=C2)N=CC1